CC1(CC=2C(=C(C3=C(SC4=C3N=CNC4=O)N2)C(=O)O)CO1)C 8,8-Dimethyl-4-oxo-4,7,8,10-tetrahydro-3H-pyrano[3'',4'':5',6']pyrido[3',2':4,5]thieno[3,2-d]pyrimidine-11-carboxylic acid